C1(CC1)C(=O)C1=CC(=C2C=C(C=CN12)O)C(=O)NC1=C(C(=CC(=C1)CO)C=1C=NN(C1)C)F 3-(cyclopropanecarbonyl)-N-(2-fluoro-5-(hydroxymethyl)-3-(1-methyl-1H-pyrazol-4-yl)phenyl)-7-hydroxyindolizine-1-carboxamide